2-(4-bromothiazol-2-yl)-N,N,2-trimethylpropaneAmide BrC=1N=C(SC1)C(C(=O)N(C)C)(C)C